2-hydroxy-7-(triethoxysilyl)heptyl 3-(trihydroxysilyl)propanoate O[Si](CCC(=O)OCC(CCCCC[Si](OCC)(OCC)OCC)O)(O)O